FC1=NC=CC(=C1)N(C(=O)OCC1CCC(CC1)COCC(=O)O)C1=CC=CC=C1 2-(((1r,4r)-4-(((2-fluoropyridin-4-yl)(phenyl)carbamoyl-oxy)methyl)cyclohexyl)methoxy)acetic acid